N-(3-(2-((6-(azetidin-3-ylamino)pyridin-3-yl)amino)-7-fluoroquinazolin-8-yl)phenyl)acrylamide N1CC(C1)NC1=CC=C(C=N1)NC1=NC2=C(C(=CC=C2C=N1)F)C=1C=C(C=CC1)NC(C=C)=O